CC(CC(=O)O)CC(C)C 3,5-DIMETHYLHEXANOIC ACID